N-(4-(2,5-dimethyloxazol-4-yl)-2-ethoxyphenyl)-6-methyl-8-(7-oxa-2-azaspiro[3.5]nonan-2-yl)pyrido[3,4-d]pyrimidin-2-amine CC=1OC(=C(N1)C1=CC(=C(C=C1)NC=1N=CC2=C(N1)C(=NC(=C2)C)N2CC1(C2)CCOCC1)OCC)C